C(C=C)(=O)N1CCN(CC1)C(CC)C1=CC=C(C=C1)[C@H](C)NC=1N=CC2=C(N1)N(C(C=C2)=O)CC2=C(C=CC=C2F)F 2-{[(1S)-1-{4-[1-(4-Acryloylpiperazin-1-yl)propyl]phenyl}ethyl]amino}-8-(2,6-difluorobenzyl)pyrido[2,3-d]pyrimidin-7(8H)-on